C(C)(C)(C)N1N=NC(=C1)C(=O)NCC1=C(C=C(C=C1)C=1C=2N(C=C(N1)C=1C=NN(C1)C)N=CC2)C(F)F 1-(tert-butyl)-N-(2-(difluoromethyl)-4-(6-(1-methyl-1H-pyrazol-4-yl)pyrazolo[1,5-a]pyrazin-4-yl)benzyl)-1H-1,2,3-triazole-4-carboxamide